(3R,4S,8R,9S,10S)-10-((dimethylamino)methyl)-9-(4-ethynylphenyl)-3,4-dihydroxy-N-(4-methoxyphenyl)-1,6-diazabicyclo[6.2.0]decane-6-carboxamide CN(C)C[C@@H]1[C@@H]([C@@H]2CN(C[C@@H]([C@@H](CN12)O)O)C(=O)NC1=CC=C(C=C1)OC)C1=CC=C(C=C1)C#C